O=C1NC(CCC1N1C(C2=CC=C(C=C2C1=O)NCCC1=CC=C(C=C1)N1N=CC(=C1)C1=NC2=CC=CC=C2N=C1)=O)=O 2-(2,6-dioxopiperidin-3-yl)-5-((4-(4-(quinoxalin-2-yl)-1H-pyrazol-1-yl)phenethyl)amino)isoindoline-1,3-dione